1-(4-(4-((3-bromo-2-fluorophenyl)amino)pyrido[3,2-d]pyrimidin-6-yl)piperazin-1-yl)prop-2-en-1-one BrC=1C(=C(C=CC1)NC=1C2=C(N=CN1)C=CC(=N2)N2CCN(CC2)C(C=C)=O)F